2-((5,7-dimethyl-1-tosyl-1H-indol-4-yl)methyl)-7-fluoro-2H-indazole-6-carbonitrile CC=1C(=C2C=CN(C2=C(C1)C)S(=O)(=O)C1=CC=C(C)C=C1)CN1N=C2C(=C(C=CC2=C1)C#N)F